3-[4-(methoxy-methoxy)phenyl]-5-(3,4,5-trimethoxy-phenyl)pyridin-2-amine COCOC1=CC=C(C=C1)C=1C(=NC=C(C1)C1=CC(=C(C(=C1)OC)OC)OC)N